CC(C=C)(CCC=C(CC)C)O 3,7-dimethylnonan-1,6-dien-3-ol